7-chloro-5-(4-fluorophenyl)-2-(4-methoxybenzyl)-1-methyl-1,5-dihydro-4H-imidazo[4,5-c]quinolin-4-one ClC=1C=CC=2C3=C(C(N(C2C1)C1=CC=C(C=C1)F)=O)N=C(N3C)CC3=CC=C(C=C3)OC